1-(4-(1-(3-fluorophenyl)azetidin-3-yl)benzyl)piperidine-4-carboxylic acid FC=1C=C(C=CC1)N1CC(C1)C1=CC=C(CN2CCC(CC2)C(=O)O)C=C1